N-ethyl-5-fluoro-2-((5-(2-((5S)-5-hydroxy-6-((2-methoxyethyl)(methyl)amino)-2-methylhexan-3-yl)-2,6-diazaspiro[3.4]octan-6-yl)-1,2,4-triazin-6-yl)oxy)-N-isopropylbenzamide C(C)N(C(C1=C(C=CC(=C1)F)OC1=C(N=CN=N1)N1CC2(CN(C2)C(C(C)C)C[C@@H](CN(C)CCOC)O)CC1)=O)C(C)C